FC1=C(C#N)C=CC(=C1)C1=C(C(=CC=C1)CO)C1=CN=CS1 2-fluoro-4-[3-(hydroxymethyl)-2-thiazol-5-yl-phenyl]benzonitrile